tert-butyl 3-(5,6,7,8-tetrahydropyrido[4,3-d]pyrimidin-2-yl)propanoate N1=C(N=CC2=C1CCNC2)CCC(=O)OC(C)(C)C